C(#N)C1=CC(=C(C=C1)C(CNC(C(=O)NC1=NC=C(C=C1)C=1C=NN(C1)C)C1=CC=CC=C1)C)F 2-((2-(4-cyano-2-fluoro-phenyl)propyl)-amino)-N-(5-(1-methyl-1H-pyrazol-4-yl)-pyridin-2-yl)-2-phenylacetamide